(S)-3-(3-((4-cyanophenyl)amino)-4-((S)-1-ethoxy-2,2,2-trifluoroethyl)phenyl)-4-methoxybutanoic acid C(#N)C1=CC=C(C=C1)NC=1C=C(C=CC1[C@@H](C(F)(F)F)OCC)[C@H](CC(=O)O)COC